OCCC[SiH2]C(OC)OC γ-hydroxypropyldimethoxymethylsilane